C(C)(=O)N1[C@H]([C@@H]([C@H](C2=CC=CC=C12)NC(OCC1=CC=CC=C1)=O)C)CC(F)(F)F |r| rac-benzyl ((2S,3R,4R)-1-acetyl-3-methyl-2-(2,2,2-trifluoroethyl)-1,2,3,4-tetrahydroquinolin-4-yl)carbamate